5-Amino-3-[4-[2-[[3-(2,2-dimethylpropyl)isoxazol-5-yl]amino]-1-methyl-2-oxo-ethyl]phenyl]-1-[1,2,2,2-tetradeuterio-1-(trideuteriomethyl)ethyl]pyrazole-4-carboxamide NC1=C(C(=NN1C(C([2H])([2H])[2H])(C([2H])([2H])[2H])[2H])C1=CC=C(C=C1)C(C(=O)NC1=CC(=NO1)CC(C)(C)C)C)C(=O)N